1-(11,12-didehydrodibenz[b,f]azocin-5(6H)-yl)-(E)-2-(4-((6-(ethylamino)-6-oxohexyl)oxy)phenyl)ethene-1-sulfonyl fluoride C1=CC=CC=2N(CC3=C(C#CC21)C=CC=C3)/C(=C\C3=CC=C(C=C3)OCCCCCC(=O)NCC)/S(=O)(=O)F